D-Tryptophan (2E)-2-(6-quinoxalinylmethylene)hydrazide hydrochloride Cl.N1=CC=NC2=CC(=CC=C12)\C=N\NC([C@H](N)CC1=CNC2=CC=CC=C12)=O